C(CC)C(N(C)C)C(=O)O Propyldimethyl-Glycine